(S)-5-chloro-2-methyl-4-(pyrrolidin-3-ylmethyl)pyridine ClC=1C(=CC(=NC1)C)C[C@@H]1CNCC1